3-(chloromethyl)furan 2-[(4-carbamoylphenyl)methyl]-2-azaspiro[3.3]heptan-6-yl-(2R,6S)-2,6-dimethyl-4-[5-(trifluoromethyl)pyrazin-2-yl]piperazine-1-carboxylate C(N)(=O)C1=CC=C(C=C1)CN1CC2(C1)CC(C2)OC(=O)N2[C@@H](CN(C[C@@H]2C)C2=NC=C(N=C2)C(F)(F)F)C.ClCC2=COC=C2